N2-(4-aminosulfonylphenyl)-5-fluoro-2,4-pyrimidinediamine NS(=O)(=O)C1=CC=C(C=C1)NC1=NC=C(C(=N1)N)F